C(#N)C1=CC=C(CN2C=CC3=C(C=C(C=C23)C2=CN(C3=C(N=CC=C32)O)C)NS(=O)(=O)CC)C=C1 N-(1-(4-cyanobenzyl)-6-(7-hydroxy-1-methyl-1H-pyrrolo[2,3-c]pyridin-3-yl)-1H-indol-4-yl)ethanesulfonamide